(5-(3,6-dihydro-2H-pyran-4-yl)-1-(methylamino)-1-oxopent-4-en-2-yl)carbamic acid tert-butyl ester C(C)(C)(C)OC(NC(C(=O)NC)CC=CC=1CCOCC1)=O